ClC=1C(=NN(C1)C(=O)N1[C@H](CC(CC1)N(C(C1=C(C=CC=C1)N1CCCC1)C(F)(F)F)C)C)C(=O)O 4-Chloro-1-((2S)-2-methyl-4-(methyl(2-(pyrrolidin-1-yl)(trifluoromethyl)benzyl)amino)piperidine-1-carbonyl)-1H-pyrazole-3-carboxylic acid